(S)-2-amino-N-(1-(1-(hydroxyimino)-8-((1-methyl-1H-pyrazol-4-yl)ethynyl)-4-oxo-2-phenyl-1,2,3,4-tetrahydroisoquinolin-3-yl)ethyl)pyrazolo[1,5-a]pyrimidine-3-carboxamide NC1=NN2C(N=CC=C2)=C1C(=O)N[C@@H](C)C1N(C(C2=C(C=CC=C2C1=O)C#CC=1C=NN(C1)C)=NO)C1=CC=CC=C1